6-(3-ethoxy-3-oxopropyl)-5,6,7,8-tetrahydroimidazo[1,2-a]pyridine-2-carboxylic acid C(C)OC(CCC1CCC=2N(C1)C=C(N2)C(=O)O)=O